CC1N2C(CN(C1)CC2)C 2,6-dimethyl-1,4-diazabicyclo[2.2.2]octane